2-[6-[3-(difluoromethyl)-4-fluoro-phenyl]pyrazolo[4,3-b]pyridin-1-yl]acetic acid FC(C=1C=C(C=CC1F)C=1C=C2C(=NC1)C=NN2CC(=O)O)F